(3-(Furan-2-yl)propyl)-2-methoxy-6-morpholino-1H-benzo[d]imidazole-1-carboxamide O1C(=CC=C1)CCCC1=CC(=CC=2N(C(=NC21)OC)C(=O)N)N2CCOCC2